ClC1=C(C=NN(C1=O)CC(=O)O)F 2-(5-chloro-4-fluoro-6-oxopyridazin-1(6H)-yl)acetic acid